p-morpholinyl-acetophenone N1(CCOCC1)C1=CC=C(C=C1)C(C)=O